C1(=C(C(=CC(=C1)C)C)C(C(=O)OC(CC(C(C)C)OC(C1=CC=CC=C1)=O)C(C)C)=O)C 2,6-dimethyl-3,5-heptanediol benzoate mesitylglyoxylate